COC(C(CC)C)=O METHYL-2-METHYL-BUTYRATE